1,4-dehydrobenzene C1=C=C=CC#C1